C1(CC1)C=1C=C2C3CC(N(C(C2=CC1)=O)CC(=O)NC1=NC=C(C=N1)C)C3 2-(4-cyclopropyl-8-oxo-9-azatricyclo[8.1.1.02,7]dodeca-2,4,6-trien-9-yl)-N-(5-methylpyrimidin-2-yl)acetamide